C(C)(=O)[O-].C(CCCCCC)[NH+]1C(CCCC1)CCC 1-heptyl-2-propylpiperidinium acetate